O(P([O-])(=O)OP(=O)(OCCC(=C)C)OP(=O)([O-])[O-])C([C@@H]1[C@H]([C@H]([C@@H](O1)N1C=NC=2C(N)=NC=NC12)O)O)O 1-adenosin-5'-yl 3-(3-methylbut-3-enyl) triphosphate